2-[2-(4-benzyloxy-6-methyl-2-pyridyl)-5-tert-butyl-phenoxy]ethanol C(C1=CC=CC=C1)OC1=CC(=NC(=C1)C)C1=C(OCCO)C=C(C=C1)C(C)(C)C